BrCC1CCC(CC1)(C(=O)OCC)C ethyl 4-(bromomethyl)-1-methylcyclohexane-1-carboxylate